CN1C(N(C2=C1C=CC(=C2)NC2=CC=NC=1N2N=CC1)CCC1=CC=CC=C1)=O 1-Methyl-3-phenethyl-5-(pyrazolo[1,5-a]pyrimidin-7-ylamino)-1,3-dihydro-2H-benzo[d]imidazol-2-one